6-(1-methyl-1H-pyrazol-4-yl)-3-(4-(5-(phenylsulfonyl)pyrimidin-2-yl)piperazin-1-yl)pyrazolo[1,5-a]pyridine CN1N=CC(=C1)C=1C=CC=2N(C1)N=CC2N2CCN(CC2)C2=NC=C(C=N2)S(=O)(=O)C2=CC=CC=C2